C(C1=CC=CC=C1)N1SC(N(C1=O)C)=O 2-benzyl-4-methyl-1,2,4-thiadiazole-3,5-dione